5-(2,4-difluorophenyl)-4-methoxy-1-((3-fluorophenyl)sulfonyl)-1H-pyrrole-3-carboxylic acid methyl ester COC(=O)C1=CN(C(=C1OC)C1=C(C=C(C=C1)F)F)S(=O)(=O)C1=CC(=CC=C1)F